C1=C(C=C(C=C1O)OC2=C(C=C(C3=C2OC4=C(C=C(C=C4O3)O)O)O)O)O The molecule is a phlorotannin that is oxanthrene-1,3,6,8-tetrol substituted by a 3,5-dihydroxyphenoxy moiety at position 4. Isolated from the marine brown alga, Ecklonia cava, it exhibits antioxidant activity. It has a role as a metabolite and an antioxidant. It derives from a phloroglucinol.